[Br-].NC=1C=CC=2C3=CC=C(C=C3C(N(C2C1)CC)C1=CC=CC=C1)N 3,8-diamino-5-ethyl-6-phenylphenanthridine bromide